N1N=CC2=CC=C(C=C12)CN(C=1OC=C(N1)CCN1CCOCC1)CC1=CC(=CC=C1)OC N-((1H-indazol-6-yl)methyl)-N-(3-methoxybenzyl)-4-(2-morpholinoethyl)oxazol-2-amine